(4-((3-amino-9H-carbazol-9-yl)methyl)benzyl)phosphonic acid NC=1C=CC=2N(C3=CC=CC=C3C2C1)CC1=CC=C(CP(O)(O)=O)C=C1